(R)-3-(2-((3R,4R)-3-amino-4-fluoropiperidin-1-yl)-5,6-difluoro-1H-benzo[d]imidazol-1-yl)-1-(tetrahydro-2H-pyran-4-yl)pyrrolidin-2-one N[C@@H]1CN(CC[C@H]1F)C1=NC2=C(N1[C@H]1C(N(CC1)C1CCOCC1)=O)C=C(C(=C2)F)F